N[C@H]1CN(CC[C@H]1C)C1=NC2=C(N1CC1=CC=C(C#N)C=C1)C=CC=C2 4-((2-((3R,4R)-3-Amino-4-methylpiperidin-1-yl)-1H-benzo[d]imidazol-1-yl)methyl)benzonitril